2-fluoro-3-(2-hydroxypropan-2-yl)benzenesulfonamide FC1=C(C=CC=C1C(C)(C)O)S(=O)(=O)N